ClC=1C=C(C=CC1C(F)(F)F)N1OC2=C(C=NCC2)C1 N-(3-Chloro-4-(trifluoromethyl)phenyl)-6,7-dihydroisoxazolo[4,5-c]pyridine